difluoro-2-(4-isopropoxyphenyl)acetamide FC(C(=O)N)(C1=CC=C(C=C1)OC(C)C)F